C(C=C)(=O)N1[C@H](CN(CC1)C1=NC(=NC=2C[C@H](CCC12)C1=CC=CC2=CC=CC=C12)OC[C@H]1N(CCC1)C)CC#N 2-((S)-1-propenoyl-4-((S)-2-(((S)-1-methylpyrrolidin-2-yl)methoxy)-7-(naphthalen-1-yl)-5,6,7,8-tetrahydroquinazolin-4-yl)piperazin-2-yl)acetonitrile